1-((2S,4S)-2'-chloro-2-(3-methylisoxazol-5-yl)-4',5'-dihydrospiro[piperidine-4,7'-thieno[2,3-c]pyran]-1-yl)-2,2,2-trifluoro-ethanone ClC1=CC2=C([C@@]3(OCC2)C[C@H](N(CC3)C(C(F)(F)F)=O)C3=CC(=NO3)C)S1